CN(C(CNC(=O)NC1CC2=CC=CC=C2CC1)C1=CSC=C1)C 1-(2-dimethylamino-2-thiophen-3-yl-ethyl)-3-(R)-1,2,3,4-tetrahydro-naphthalen-2-yl-urea